(E)-6-amino-3,4-dihydro-naphthalen-1(2H)-one NC=1C=C2CCCC(C2=CC1)=O